C(OC1C(OCC1)CO)(OC(C)(C)C)=O (hydroxymethyl)tetrahydrofuran-3-yl tert-butyl carbonate